FC1(CC1)C1=NC2=CC=C(C=C2C(=N1)N1CCC(CC1)C1=C(C=CC=C1)OC)N(CCC)C {2-(1-fluoro-cyclopropyl)-4-[4-(2-methoxy-phenyl)-piperidin-1-yl]-quinazolin-6-yl}-methyl-propyl-amine